ClC1=CC(=CC(=N1)N=C1S(CCCCCC1)(=O)(C)C)C=1C=NC=CC1 ((6'-chloro-[3,4'-bipyridyl]-2'-yl)imino)dimethyl-λ6-thiocanone